3-((adamantan-1-yl)amino)-N-((1-(2,6-dioxopiperidin-3-yl)-3-methyl-2-oxo-2,3-dihydro-1H-benzo[d]imidazol-4-yl)methyl)propanamide C12(CC3CC(CC(C1)C3)C2)NCCC(=O)NCC2=CC=CC=3N(C(N(C32)C)=O)C3C(NC(CC3)=O)=O